C(C)(C)(C)OC(N(C1CCC2=C(C=CC=C12)C1=NOC(=N1)C1=CC(=C(C=C1)OC(C)C)C#N)CCO[Si](C)(C)C(C)(C)C)=O 2-(tert-butyldimethylsilyloxy)ethyl-(4-(5-(3-cyano-4-isopropoxyphenyl)-1,2,4-oxadiazol-3-yl)-2,3-dihydro-1H-indene-1-yl)carbamic acid tert-butyl ester